octyl(diethylamino)(trimethoxysilylpropylamino)methyl ethyl sulfide C(C)SC(NCCC[Si](OC)(OC)OC)(N(CC)CC)CCCCCCCC